Methyl Dicarbonate Potassium Salt [K+].C(=O)(OC)OC(=O)[O-]